ClC1=C(C(=O)N[C@H](C(=O)O)CC2=CC=C(C=C2)N2C(C3(C4=CC=C(C=C24)F)CC3)=O)C(=CC=C1)Cl (S)-2-(2,6-dichlorobenzoylamino)-3-(4-(6'-fluoro-2'-oxospiro[cyclopropane-1,3'-indoline]-1'-yl)phenyl)propanoic acid